5-(3-(6-(3,5-dimethyl-1H-pyrazol-1-yl)-2-(5-methylfuran-2-yl)pyrimidin-4-yl)ureido)-N-hydroxypentanamide CC1=NN(C(=C1)C)C1=CC(=NC(=N1)C=1OC(=CC1)C)NC(NCCCCC(=O)NO)=O